2-[4-[3-[1-(5-chloropyrimidin-2-yl)-4-piperidinyl]propoxy]-2-fluoro-phenyl]ethanone 1-propanesulfonate C(CC)S(=O)(=O)O.ClC=1C=NC(=NC1)N1CCC(CC1)CCCOC1=CC(=C(C=C1)CC=O)F